N-[5-(2-chloro-5-cyanophenyl)-1H-indazol-3-yl]piperidine-3-carboxamide hydrochloride Cl.ClC1=C(C=C(C=C1)C#N)C=1C=C2C(=NNC2=CC1)NC(=O)C1CNCCC1